NCC1CC(CCC1)O 3-(aminomethyl)cyclohexan-1-ol